The molecule is a hydroperoxyicosatrienoic acid that is (8Z,11Z,14Z)-icosatrienoic acid in which the hydroperoxy substituent is located at position 10. It derives from an all-cis-icosa-8,11,14-trienoic acid. It is a conjugate acid of an (8Z,11Z,14Z)-10-hydroperoxyicosatrienoate. CCCCC/C=C\\C/C=C\\C(/C=C\\CCCCCCC(=O)O)OO